ClC1=CC=C(C(=N1)C)C(C=1N=NN(C1)CCO)NC=1C=C2C(=C(C=NC2=CC1)C#N)NC1=CC(=C(C=C1)F)Cl 6-(((6-chloro-2-methylpyridin-3-yl)(1-(2-hydroxyethyl)-1H-1,2,3-triazol-4-yl)methyl)amino)-4-((3-chloro-4-fluorophenyl)amino)quinoline-3-carbonitrile